Cl(=O)(=O)(=O)[O-].C[N+](CCCCCCCCCCCCCCCCCC)(C)C trimethyl-stearyl-ammonium perchlorate